FC1=C(C=C(C=C1)C1=CN(C2=C1C(N(C=C2)CC(=O)N2CC(CC2)F)=O)C2=NC=NC=C2)C(F)(F)F 3-(4-fluoro-3-(trifluoromethyl)phenyl)-5-(2-(3-fluoropyrrolidin-1-yl)-2-oxoethyl)-1-(pyrimidin-4-yl)-1H-pyrrolo[3,2-c]pyridin-4(5H)-one